1-(3-methoxy-2-pyridyl)ethanone COC=1C(=NC=CC1)C(C)=O